CC=1C=C2C(C=C(OC2=CC1)N1CCSCC1)=O 6-methyl-2-thiomorpholino-chromen-4-one